FC(C1=NOC=C1C(=O)O)(F)F 3-(trifluoromethyl)isoxazole-4-carboxylic acid